2-anthracenesulfonic acid C1=C(C=CC2=CC3=CC=CC=C3C=C12)S(=O)(=O)O